C(CCCCCCCCCC)[N+]1(CCCC1)C 1-undecyl-1-methylpyrroliDinium